2-((6-(3,5-dimethylisoxazol-4-yl)-2-oxo-4-phenyl-1,4-dihydroquinazolin-3(2H)-yl)methyl)-1H-benzo[d]Imidazole-4-carboxamide CC1=NOC(=C1C=1C=C2C(N(C(NC2=CC1)=O)CC1=NC2=C(N1)C=CC=C2C(=O)N)C2=CC=CC=C2)C